COC1=NC2=CC=CC=C2C=C1C1=CN=C(N1)[C@H](CCCCCC(CC)=O)NC(=O)[C@H]1CC12CCOCC2 (S)-N-((S)-1-(5-(2-methoxyquinolin-3-yl)-1H-imidazol-2-yl)-7-oxononyl)-6-oxaspiro[2.5]octane-1-carboxamide